BrC1=CC2=C(OCCO2)C=C1F 6-bromo-7-fluoro-2,3-dihydro-1,4-benzodioxine